OC1=C(C(=O)C2=C(C=CC=C2)O)C=CC(=C1)OC 2,2'-Dihydroxy-4-methoxybenzophenon